C(C)N1C2=C(C=C1C=O)C=CS2 6-ethyl-6H-thieno[2,3-b]pyrrole-5-carbaldehyde